4-{8-[(2-cyano-2-methylideneethyl)amino]-7-methoxynaphthalen-2-yl}-N-[(2S)-2-hydroxypropyl]-1,3-thiazole-2-carboxamide C(#N)C(CNC=1C(=CC=C2C=CC(=CC12)C=1N=C(SC1)C(=O)NC[C@H](C)O)OC)=C